7-(1,2,3,6-tetrahydropyridin-4-yl)-3H-1,3-benzoxazol-2-one N1CCC(=CC1)C1=CC=CC=2NC(OC21)=O